BrC=1C=C(C(=NC1)C(C(C)(C)C)O)Cl 1-(5-bromo-3-chloropyridin-2-yl)-2,2-dimethylpropane-1-ol